C(C)OC(=O)C=1C(NC(NC1C)=O)C1=C(C=C(C=C1)F)F 5-ethoxycarbonyl-6-methyl-4-(2',4'-difluorophenyl)-3,4-dihydropyrimidin-2-one